2-(4-bromo-2-chloro-5-oxazol-2-yl-phenoxy)ethoxy-tert-butyl-dimethyl-silane BrC1=CC(=C(OCCO[Si](C)(C)C(C)(C)C)C=C1C=1OC=CN1)Cl